(R)-N-((S)-(5-((R)-Amino(cyclopropyl)methyl)-1-((2-(trimethylsilyl)ethoxy)methyl)-1H-benzo[d]imidazol-2-yl)((R)-3,3-difluorocyclohexyl)methyl)-2-methylpropane-2-sulfinamide N[C@@H](C1=CC2=C(N(C(=N2)[C@@H](N[S@](=O)C(C)(C)C)[C@H]2CC(CCC2)(F)F)COCC[Si](C)(C)C)C=C1)C1CC1